N-[5-[2-cyano-5-[3-(dimethylaminomethyl)azetidin-1-yl]-4-pyridyl]pyrazolo[1,5-a]pyridin-2-yl]cyclopropanecarboxamide C(#N)C1=NC=C(C(=C1)C1=CC=2N(C=C1)N=C(C2)NC(=O)C2CC2)N2CC(C2)CN(C)C